4-[[(4S)-3-[2-[[(1S)-1-(2,2-difluoro-1,3-benzodioxol-5-yl)ethyl]amino]-4-pyridinyl]-1-isopropyl-4,5,6,7-tetrahydroindazol-4-yl]oxy]benzoic acid FC1(OC2=C(O1)C=CC(=C2)[C@H](C)NC2=NC=CC(=C2)C2=NN(C=1CCC[C@@H](C21)OC2=CC=C(C(=O)O)C=C2)C(C)C)F